5-((2-((3R,4R)-3-Amino-4-fluoro-1-piperidinyl)-5,7-difluoro-1H-benzimidazol-1-yl)methyl)-2-pyrazincarbonitril N[C@@H]1CN(CC[C@H]1F)C1=NC2=C(N1CC=1N=CC(=NC1)C#N)C(=CC(=C2)F)F